N-Boc-D-aspartic acid 1-methyl ester COC([C@H](NC(=O)OC(C)(C)C)CC(=O)O)=O